BrC1=CC=2CCC3=CC(=CC=C3C2C=C1)Br 2,7-dibromo-9,10-dihydro-phenanthrene